ClC1=C(C=CC=C1)C=1C(=NN(C1N)C)C 4-(2-chlorophenyl)-1,3-dimethyl-1H-pyrazol-5-amine